N-((R)-2-Mercapto-1-phenyl-ethyl)-3-[3-(4-trifluoromethoxy-benzyl)-3H-imidazo[4,5-b]pyridin-2-yl]-propionamide SC[C@@H](C1=CC=CC=C1)NC(CCC1=NC=2C(=NC=CC2)N1CC1=CC=C(C=C1)OC(F)(F)F)=O